4-(4,6-dicyano-3-hydroxy-pyridin-2-yl)-4-oxo-butyric acid ethyl ester C(C)OC(CCC(=O)C1=NC(=CC(=C1O)C#N)C#N)=O